CC1=CC=C(C=C1)S(=O)O[C@H]1[C@@H](CC[C@H](C1)C)C(C)C (1R,2S,5R)-2-isopropyl-5-methylcyclohexyl 4-methylbenzenesulfinate